2,2-di[4-(2-hydroxyethoxy)phenyl]propane OCCOC1=CC=C(C=C1)C(C)(C)C1=CC=C(C=C1)OCCO